FC(N1N=CC(=C1)C1=CC2=C(N=C3N2[C@H]2C4=C(C(N([C@@H]3C2)C([2H])([2H])[2H])=O)C=CC=C4C#C[Si](C(C)C)(C(C)C)C(C)C)C=C1)F (7R,14R)-11-(1-(difluoromethyl)-1H-pyrazol-4-yl)-6-(methyl-d3)-1-((triisopropylsilyl)ethynyl)-6,7-dihydro-7,14-methanobenzo[f]benzo[4,5]imidazo[1,2-a][1,4]diazocin-5(14H)-one